N[C@@H](C)C=1C=C(C=CC1)C=1C=C2C(=NN(C2=CC1)C(C)C)COC1=C(C=CC=C1)CC(=O)OCC (S)-ethyl 2-(2-((5-(3-(1-aminoethyl)phenyl)-1-isopropyl-1H-indazol-3-yl)methoxy)phenyl)acetate